racemic-(Trans)-N-(1-(2-fluorocyclopropyl)-2-oxo-1,2-dihydropyridin-3-yl)-6-isopropoxy-2-(1-methyl-2-oxabicyclo[2.1.1]hexan-4-yl)-2H-pyrazolo[3,4-b]pyridine-5-carboxamide FC1C(C1)N1C(C(=CC=C1)NC(=O)C1=CC=2C(N=C1OC(C)C)=NN(C2)[C@]21CO[C@@](C2)(C1)C)=O